C1(CC1)NC(C1=C(C(=CC=C1)F)SC1=CC=C2C(=NN(C2=C1)C1OCCCC1)\C=C\C1=NC(=CC=C1)CCCN1CCCC1)=O N-cyclopropyl-3-fluoro-2-[3-[(trans)-2-[6-(3-pyrrolidin-1-ylpropyl)-2-pyridinyl]vinyl]-1-tetrahydropyran-2-yl-indazol-6-yl]sulfanylbenzamide